(E)-N'-(3-cyclopropyl-4-hydroxy-7-isopropyl-4,5,6,7-tetrahydroisoxazolo[4'',3'':6',7']cyclohepta[1',2':4,5]pyrrolo[2,3-d]pyrimidin-11-yl)-N,N-dimethylformimidamide C1(CC1)C=1ON=C2C1C(CCC1=C2C2=C(N=CN=C2/N=C/N(C)C)N1C(C)C)O